N-cyclopropyl-4-[5-(3,5-dichloro-4-fluorophenyl)-4,5-dihydro-5-(trifluoromethyl)-3-isoxazolyl]-2,3-dihydrofuro[3,2-c]pyridine-7-carboxamide C1(CC1)NC(=O)C=1C2=C(C(=NC1)C1=NOC(C1)(C(F)(F)F)C1=CC(=C(C(=C1)Cl)F)Cl)CCO2